4,6-dichloro-2-(1-fluoroethyl)pyrimidine ClC1=NC(=NC(=C1)Cl)C(C)F